[2-(2-pyridinyl)phenyl]iridium (III) N1=C(C=CC=C1)C1=C(C=CC=C1)[Ir+2]